4-Cyano-N-[2-(4,4-dimethyl-cyclohex-1-en-1-yl)-6-(2,2,6,6-tetramethyltetrahydro-2H-pyran-4-yl)pyridin-3-yl]-1H-imidazol C(#N)C=1N=CN(C1)C=1C(=NC(=CC1)C1CC(OC(C1)(C)C)(C)C)C1=CCC(CC1)(C)C